FC(C(C1=CC=C(C=C1)C(F)(F)F)NCC1CN(C1)C(=O)OC(C)(C)C)(F)F tert-Butyl 3-(((2,2,2-trifluoro-1-(4-(trifluoromethyl)phenyl)ethyl)amino)methyl)azetidine-1-carboxylate